(R)-5-(2-(dimethylamino)ethoxy)-2-methyl-N-(1-(3-(1-methyl-1H-pyrazol-4-yl)-5-(5-(morpholinomethyl)thiophen-2-yl)phenyl)ethyl)benzamide CN(CCOC=1C=CC(=C(C(=O)N[C@H](C)C2=CC(=CC(=C2)C=2SC(=CC2)CN2CCOCC2)C=2C=NN(C2)C)C1)C)C